N-({4-amino-3-methyl-1H,3H-furo[3,4-c]quinolin-7-yl}methyl)-2-cyclopropyl-N-[2-(trifluoromethyl)pyridin-3-yl]pyrimidine-5-carboxamide NC1=NC=2C=C(C=CC2C2=C1C(OC2)C)CN(C(=O)C=2C=NC(=NC2)C2CC2)C=2C(=NC=CC2)C(F)(F)F